3-(((4-(cyclohexyloxy)-2,3,5,6-tetrafluorophenoxy)methyl)thio)-5,5-dimethyl-4,5-dihydroisoxazole C1(CCCCC1)OC1=C(C(=C(OCSC2=NOC(C2)(C)C)C(=C1F)F)F)F